3-hexacosylamino-nonadecane-4,5-diol C(CCCCCCCCCCCCCCCCCCCCCCCCC)NC(CC)C(C(CCCCCCCCCCCCCC)O)O